N-(4-((3-acetylphenoxy)methyl)-3-sulfamoylphenyl)-2-(2-chlorophenyl)acetamide C(C)(=O)C=1C=C(OCC2=C(C=C(C=C2)NC(CC2=C(C=CC=C2)Cl)=O)S(N)(=O)=O)C=CC1